COC(CCCCCCCCCCC(=O)N1[C@](C[C@H](C1)O)(C)CO)=O 12-((2S,4R)-4-hydroxy-2-(hydroxymethyl)-2-methylpyrrolidin-1-yl)-12-oxododecanoic acid methyl ester